CC=1C(=NC=CC1)NC1=NSC(=N1)C1=NC=C(C=C1)OC1CCOCC1 N-(3-methylpyridin-2-yl)-5-(5-((tetrahydro-2H-pyran-4-yl)oxy)pyridin-2-yl)-1,2,4-thiadiazol-3-amine